C(C=C)(=O)O.O1CC1 oxirane acrylate